(S)-2-((1-(2-(bis(3-cyclopropylphenyl)methylene)hydrazineyl)-1-oxopropan-2-yl)carbamoyl)-4-methoxypyridin-3-yl acetate C(C)(=O)OC=1C(=NC=CC1OC)C(N[C@H](C(=O)NN=C(C1=CC(=CC=C1)C1CC1)C1=CC(=CC=C1)C1CC1)C)=O